Cl.O1C(=C(C=C1)N)N furandiamine hydrochloride